[C@H]12CN(C[C@H](CC1)N2)C=2C1=C(N=C(N2)OC([2H])([2H])C2(CC2)C([2H])([2H])N2CCOCC2)C(=C(N=C1)C1=CC(=CC2=CC=C(C(=C12)F)F)O)F 4-(4-((1R,5S)-3,8-Diazabicyclo[3.2.1]octan-3-yl)-8-fluoro-2-((1-(morpholinomethyl-d2)cyclopropyl)methoxy-d2)pyrido[4,3-d]pyrimidin-7-yl)-5,6-difluoronaphthalen-2-ol